7-chloro-5-(4-methoxyphenyl)-1-methyl-1,5-dihydro-4H-imidazo[4,5-c]quinolin-4-one ClC=1C=CC=2C3=C(C(N(C2C1)C1=CC=C(C=C1)OC)=O)N=CN3C